tert-butyl 1-[1-(2,6-dibenzyloxy-3-pyridyl)-3-methyl-2-oxo-benzimidazol-5-yl]piperidine-4-carboxylate C(C1=CC=CC=C1)OC1=NC(=CC=C1N1C(N(C2=C1C=CC(=C2)N2CCC(CC2)C(=O)OC(C)(C)C)C)=O)OCC2=CC=CC=C2